[Br-].NCC[N+](C[C@H](COCCCCCCCCCCCCCC)OCCCCCCCCCCCCCC)(C)C |r| (±)-N-(2-aminoethyl)-N,N-dimethyl-2,3-bis(tetradecyloxy)-1-propanaminium bromide